FC1(C(CC1)OCC1=CC=CC=C1)F ((2,2-difluorocyclobutoxy)methyl)benzene